(2S,4R)-1-[(2S)-2-(4-cyclopropyltriazol-1-yl)-3,3-dimethyl-butanoyl]-N-[[4-fluoro-3-[(3-methoxyphenoxy)methyl]phenyl]methyl]-4-hydroxy-pyrrolidine-2-carboxamide C1(CC1)C=1N=NN(C1)[C@H](C(=O)N1[C@@H](C[C@H](C1)O)C(=O)NCC1=CC(=C(C=C1)F)COC1=CC(=CC=C1)OC)C(C)(C)C